1-Amino-3-methoxy-5-(methoxycarbonyl)pyridin-1-ium N[N+]1=CC(=CC(=C1)C(=O)OC)OC